(E)-1-(2-(2-(4-chlorobenzoyl)phenyl)-4,5-dihydro-1H-imidazol-1-yl)-3-(4-methoxyphenyl)prop-2-en-1-one ClC1=CC=C(C(=O)C2=C(C=CC=C2)C=2N(CCN2)C(\C=C\C2=CC=C(C=C2)OC)=O)C=C1